azidochlorobutane N(=[N+]=[N-])C(CCC)Cl